ClC=1C=2C(=CNC2C2=C(C1)C[C@H](S(N2)(=O)=O)CCOC)Cl (S)-6,7-dichloro-3-(2-methoxyethyl)-1,3,4,9-tetrahydro-[1,2]thiazino[4,3-g]indole 2,2-dioxide